CSC1=NC=C(C(=N1)C(=O)O)SC1=CC=CC=C1 2-(Methylsulfanyl)-5-(phenylsulfanyl)pyrimidine-4-carboxylic acid